N1C(=NC2=C1C=CC=C2)CCC(=O)N2CC(CCC2)N(CCC2=CC=CC=C2)C 3-(1H-benzo[d]imidazol-2-yl)-1-(3-(methyl(phenethyl)amino)piperidin-1-yl)propan-1-one